tert-Butyl((5-(trifluoromethyl)-3-azabicyclo[3.1.0]hexane-1-yl)methyl)carbamate C(C)(C)(C)OC(NCC12CNCC2(C1)C(F)(F)F)=O